ClC1=C(C=CC=C1)C[C@@H](C(=O)O)N(C)C(=O)OCC1C2=CC=CC=C2C=2C=CC=CC12 (2S)-3-(2-chlorophenyl)-2-[9H-fluoren-9-ylmethoxycarbonyl-(methyl)amino]propionic acid